8-bromo-2-(4-chloro-2-fluorophenyl)-4,4-difluorochromane BrC=1C=CC=C2C(CC(OC12)C1=C(C=C(C=C1)Cl)F)(F)F